C(#N)C1=CC(=CC2=C1SC(=C2)C=2SC(=CN2)C(=O)O)C 2-(7-cyano-5-methylbenzo[b]thiophen-2-yl)thiazole-5-carboxylic acid